1-[[2-(1,1-difluoroethyl)pyridin-4-yl]methyl]-3-spiro[3.3]heptane-2-yl-urea FC(C)(F)C1=NC=CC(=C1)CNC(=O)NC1CC2(C1)CCC2